(±)-(S)-2-((S)-4-(4-chlorophenyl)-2,3,9-trimethyl-6H-thieno[3,2-f][1,2,4]triazolo[4,3-a][1,4]diazepin-6-yl)propionic acid methyl ester COC([C@@H](C)[C@H]1C=2N(C3=C(C(=N1)C1=CC=C(C=C1)Cl)C(=C(S3)C)C)C(=NN2)C)=O |r|